nickel-cobalt-lithium silicate [Si]([O-])([O-])([O-])[O-].[Li+].[Co+2].[Ni+2]